COC1=CC=C(C=N1)C1=CN(C2=NC=C(C=C21)C2=CC=C(C=C2)C(C)N2CC(CCC2)O)S(=O)(=O)C2=CC=C(C)C=C2 1-(1-(4-(3-(6-methoxypyridin-3-yl)-1-tosyl-1H-pyrrolo[2,3-b]pyridin-5-yl)phenyl)ethyl)piperidin-3-ol